3-(4-{[6-(2-hydroxy-2-propanyl)-7H-pyrrolo[2,3-d]pyrimidin-4-yl]oxy}bicyclo[2.2.1]hept-1-yl)-1-[5-(trifluoromethyl)-3-pyridinyl]-2,4-imidazolidinedione trifluoroacetate FC(C(=O)O)(F)F.OC(C)(C)C1=CC2=C(N=CN=C2OC23CCC(CC2)(C3)N3C(N(CC3=O)C=3C=NC=C(C3)C(F)(F)F)=O)N1